[Sn].C(CCCCCCC\C=C/CCCCCCCC)N oleyl-amine tin